6-(4-bromophenyl)-7-oxo-2,6-diazaspiro[3.4]octane-2-carboxylic acid tert-butyl ester C(C)(C)(C)OC(=O)N1CC2(C1)CN(C(C2)=O)C2=CC=C(C=C2)Br